1-[(2R,3S,4R,5R)-5-{[(tert-butyl-dimethylsilyl)oxy]methyl}-3-fluoro-4-[(4-methoxyphenyl)diphenylmethoxy]oxolan-2-yl]-3H-pyrimidine-2,4-dione [Si](C)(C)(C(C)(C)C)OC[C@@H]1[C@H]([C@@H]([C@@H](O1)N1C(NC(C=C1)=O)=O)F)OC(C1=CC=CC=C1)(C1=CC=CC=C1)C1=CC=C(C=C1)OC